N(=[N+]=[N-])CC[C@@H](C(=O)OC)NC(CCCCCCCCCCCCCCC(=O)OC(C)(C)C)=O (S)-tert-Butyl 16-((4-azido-1-methoxy-1-oxobutan-2-yl)amino)-16-oxohexadecanoate